BrC=1N=C(C=2N(C1)C=C(N2)C(=O)N2C[C@H]([C@@]1(CC2)NCC2=CC=CC=C2C1)O)OCCOC (6-bromo-8-(2-methoxyethoxy)imidazo[1,2-a]pyrazin-2-yl)((3R,3'R)-3'-hydroxy-1,4-dihydro-2H-spiro[isoquinoline-3,4'-piperidin]-1'-yl)methanone